ethyl 5-chloro-2-(2,5-diphenylthiophen-3-yl)benzoate ClC=1C=CC(=C(C(=O)OCC)C1)C1=C(SC(=C1)C1=CC=CC=C1)C1=CC=CC=C1